7-[4-(diethylamino)-2-ethoxyphenyl]-7-(2-methyl-1-octyl-1H-indol-3-yl)furo[3,4-B]pyridine-5(7H)-one C(C)N(C1=CC(=C(C=C1)C1(OC(C=2C1=NC=CC2)=O)C2=C(N(C1=CC=CC=C21)CCCCCCCC)C)OCC)CC